2-(2,6-Dimethyl-4-(3-(4-(4-(trifluoromethyl)phenyl)piperazin-1-yl)propyl)phenoxy)-2-methylpropanoic acid CC1=C(OC(C(=O)O)(C)C)C(=CC(=C1)CCCN1CCN(CC1)C1=CC=C(C=C1)C(F)(F)F)C